7-(3,3,4,4-tetramethylborolan-1-yl)furo[3,2-b]pyridin-2(3H)-one CC1(CB(CC1(C)C)C1=C2C(=NC=C1)CC(O2)=O)C